(1R,3R)-3-((S)-2-((1H-Indol-2-yl)methyl)-6-(methoxycarbonyl)-7-methyl-6,7,8,9-tetrahydro-3H-imidazo[4,5-f]chinolin-3-yl)cyclohexan N1C(=CC2=CC=CC=C12)CC=1N(C=2C(=C3CC[C@@H](N(C3=CC2)C(=O)OC)C)N1)C1CCCCC1